(R)-6-(2,5-difluorophenyl)-3-(1-(6-ethoxy-5-methoxypyridin-2-yl)-2-(methylsulfonyl)ethyl)-1H-imidazo[4,5-b]pyridin-2(3H)-one FC1=C(C=C(C=C1)F)C=1C=C2C(=NC1)N(C(N2)=O)[C@@H](CS(=O)(=O)C)C2=NC(=C(C=C2)OC)OCC